COC=1C=C(C=CC1N1CCC(CC1)C(F)(F)F)NC=1C=CC2=C(OCC(N2C)=O)C1 7-((3-methoxy-4-(4-(trifluoromethyl)piperidin-1-yl)phenyl)amino)-4-methyl-2H-benzo[b][1,4]oxazin-3(4H)-one